1,5-anhydro-2,3-dideoxy-3-(6-(4-(ethylcarbamoyl)benzyl)-7,8-dimethyl-4-oxoquinazolin-3(4H)-yl)-L-threo-pentitol C(C)NC(=O)C1=CC=C(CC=2C=C3C(N(C=NC3=C(C2C)C)[C@H]2CCOC[C@@H]2O)=O)C=C1